FC=1C2=C(C=NC1CC1=NN(C=C1C(=O)N)CC1=CC=C(C=C1)CN1C(C=CC=C1)=O)C=CN2 ((7-fluoro-1H-pyrrolo[3,2-c]pyridin-6-yl)methyl)-1-(4-((2-oxopyridin-1(2H)-yl)methyl)benzyl)-1H-pyrazole-4-carboxamide